FC(C=1C=CC(=NC1)C(C)=O)F 1-(5-(difluoromethyl)pyridin-2-yl)ethan-1-one